(S)-8-(benzyloxy)-N-(pyrrolidin-3-yl)quinolin-5-amine hydrochloride Cl.C(C1=CC=CC=C1)OC1=CC=C(C=2C=CC=NC12)N[C@@H]1CNCC1